6-[8-(1,3-benzothiazol-2-ylcarbamoyl)-3,4-dihydroisoquinolin-2(1H)-yl]-2'-phenoxy-3,4'-bipyridine-2-carboxylic acid S1C(=NC2=C1C=CC=C2)NC(=O)C=2C=CC=C1CCN(CC21)C2=CC=C(C(=N2)C(=O)O)C2=CC(=NC=C2)OC2=CC=CC=C2